2-[(tert-butyldiphenylsilyl)oxy]ethyl-N-(5,5-dimethoxypentyl)carbamate [Si](C1=CC=CC=C1)(C1=CC=CC=C1)(C(C)(C)C)OCCOC(NCCCCC(OC)OC)=O